5-(1-methylcyclopropoxy)-3-[2-[(3S)-3-methylpiperazin-1-yl]-4-pyridinyl]-1H-indazole CC1(CC1)OC=1C=C2C(=NNC2=CC1)C1=CC(=NC=C1)N1C[C@@H](NCC1)C